C(#N)C1=CC=C(C=C1)C=1C=NN(C1OC)C1=CC=C(C=N1)S(=O)(=O)N 6-(4-(4-cyanophenyl)-5-methoxy-1H-pyrazol-1-yl)pyridine-3-sulfonamide